O[C@@H]1[C@H]([C@@H](O[C@@H]([C@H]1O)CO)OC1=CC(=C2C(CC(OC2=C1)C1=CC=C(C=C1)O)=O)O)O[C@@H]1O[C@H]([C@@H]([C@H]([C@H]1O)O)O)C 7-[(2S,3R,4S,5S,6R)-4,5-Dihydroxy-6-(hydroxymethyl)-3-[(2S,3R,4R,5R,6S)-3,4,5-trihydroxy-6-methyloxan-2-yl]oxyoxan-2-yl]oxy-5-hydroxy-2-(4-hydroxyphenyl)-2,3-dihydrochromen-4-one